2-methyl-4-(3-morpholin-4-ylsulfonylphenyl)isoquinolin-1-one CN1C(C2=CC=CC=C2C(=C1)C1=CC(=CC=C1)S(=O)(=O)N1CCOCC1)=O